C(N)(OCC1(CCNCC1)C1=C(C(=CC=C1)OC)C1=NC=C(C(=N1)NC1=C(C=CC=C1)N(C)S(=O)C)Cl)=O (1-(4-((5-chloro-4-((2-(N-methyl methylsulfinylamino) phenyl) amino) pyrimidin-2-yl)-3-methoxyphenyl) piperidin-4-yl) methyl) carbamate